N[C@H]1[C@@H]2N(C[C@H]1CC2)C(=O)C2=CC1=C(N(C(=N1)C1=CC=CC(N1CC1CC1)=O)C)C(=C2)OC 6-{5-[(1R,4R,7R)-7-Amino-2-azabicyclo[2.2.1]heptane-2-carbonyl]-7-methoxy-1-methyl-1H-1,3-benzodiazol-2-yl}-1-(cyclopropylmethyl)-1,2-dihydropyridin-2-one